Pyrimidine-4-carbonitrile-1-d N1(CN=C(C=C1)C#N)[2H]